C(#N)C(NC(=O)[C@@H]1[C@H]2C([C@H]2CN1C([C@H](C(C)(C)OC)NC(C(F)(F)F)=O)=O)(C)C)C=1C=NC=C2C=CC=NC12 (1R,2S,5S)-N-(cyano(1,6-naphthyridin-8-yl)methyl)-3-((S)-3-methoxy-3-methyl-2-(2,2,2-trifluoroacetamido)butanoyl)-6,6-dimethyl-3-azabicyclo[3.1.0]hexane-2-carboxamide